tetra(phenyl)n-butylboron C1(=CC=CC=C1)C(CCC(C1=CC=CC=C1)(C1=CC=CC=C1)C1=CC=CC=C1)[B]